N-(1-butylpiperidin-4-yl)-5-chloro-N-(pyridin-3-ylmethyl)-1H-indazole-3-carboxamide C(CCC)N1CCC(CC1)N(C(=O)C1=NNC2=CC=C(C=C12)Cl)CC=1C=NC=CC1